N2-(2-(1-(Cyclopropylsulfonyl)-1H-pyrazol-4-yl)pyrimidin-4-yl)-N4-((1s,4s)-4-((2-fluoroethyl)amino)cyclohexyl)-5-((1-(2,2,2-trifluoroethyl)-1H-pyrazol-4-yl)ethynyl)pyridine-2,4-diamine C1(CC1)S(=O)(=O)N1N=CC(=C1)C1=NC=CC(=N1)NC1=NC=C(C(=C1)NC1CCC(CC1)NCCF)C#CC=1C=NN(C1)CC(F)(F)F